C(CCCCCCCCCCCCCCCCCCC)[Mg]Br eicosylmagnesium bromide